C(CCCCCCCCCCCCCCCCCCCCC)(=O)NCCC[N+](CC(CO)O)(C)C behenamidopropyl-N,N-dimethyl-N-(2,3-dihydroxypropyl)ammonium